CSCC1=NN(C=C1N)COCC[Si](C)(C)C 3-((methylthio)methyl)-1-((2-(trimethylsilyl)ethoxy)methyl)-1H-pyrazol-4-amine